tert-butyl 4-(chlorocarbonyl)-3-methylpiperazine-1-carboxylate ClC(=O)N1C(CN(CC1)C(=O)OC(C)(C)C)C